3-(3-(2,6-dimethylphenylamino)-6-(phenylamino)-1H-pyrazolo[3,4-d]pyrimidin-1-yl)propan-1-ol CC1=C(C(=CC=C1)C)NC1=NN(C2=NC(=NC=C21)NC2=CC=CC=C2)CCCO